tetraaminopalladium dichloride N[Pd](N)(N)(N)(Cl)Cl